1-tert-butoxycarbonylazepane-4-carboxylic acid C(C)(C)(C)OC(=O)N1CCC(CCC1)C(=O)O